N-[2-[2-[2-[2-[3-[2,3-bis[(Z)-octadec-9-enoxy]propyl-octyl-amino]-3-oxopropoxy]ethoxy]ethoxy]ethoxy]ethyl]-1H-imidazole-4-carboxamide C(CCCCCCC\C=C/CCCCCCCC)OC(CN(C(CCOCCOCCOCCOCCNC(=O)C=1N=CNC1)=O)CCCCCCCC)COCCCCCCCC\C=C/CCCCCCCC